CC1(C(NC2=C(C=C(C=C12)C1=NNC(C=C1C)=O)C=1N=CSC1)=O)C 3,3-dimethyl-5-(4-methyl-6-oxo-1,6-dihydropyridazin-3-yl)-7-(thiazol-4-yl)indolin-2-one